[C@H](C)(CC)[C@@H]1N(CC2=C(NC1=O)C=NC=C2F)C(=O)N (S)-3-((S)-sec-butyl)-6-fluoro-2-oxo-1,2,3,5-tetrahydro-4H-pyrido[3,4-e][1,4]Diazepine-4-carboxamide